(S)-3-methyl-3-phenylisoxazolidine C[C@@]1(NOCC1)C1=CC=CC=C1